COC1=CC=C(C=C1)C1CN(C1)C=1OC2=C(C=C(C=C2C(C1)=O)C)C(C)NC1=C(C(=O)O)C=CC=C1 2-[1-[2-[3-(4-Methoxyphenyl)azetidin-1-yl]-6-methyl-4-oxo-chromen-8-yl]ethylamino]benzoic acid